(1R,3S)-3-hydroxycyclopentylamine O[C@@H]1C[C@@H](CC1)N